N(=[N+]=[N-])CC1=CC2=NC(=CC(=C2O1)N1CCOCC1)N1N=C(C=C1)C=1C=C(C=CC1)C 2-(azidomethyl)-7-morpholino-5-(3-(m-tolyl)-1H-pyrazol-1-yl)furo[3,2-b]pyridine